O1C2=C(OCC1)C=C(C=C2)[C@H](C)N2CCNCC2 (S)-1-(1-(2,3-dihydrobenzo[b][1,4]dioxin-6-yl)ethyl)piperazine